ClC1=C(C=CC=2C3=C(NC12)CCN(C3)C(=O)C3=NC=CC(=N3)OC)Cl (6,7-dichloro-1,3,4,5-tetrahydro-2H-pyrido[4,3-b]indol-2-yl)(4-methoxypyrimidin-2-yl)methanone